2,4-Dioxopentan-3-yl benzoate C(C1=CC=CC=C1)(=O)OC(C(C)=O)C(C)=O